NC1=NC2=CC(=CC=C2C=C1Br)O[C@H]1CC[C@]2([C@@H]1O[C@H](C2O)N2C=C(C1=C2N=CN=C1N)CC)O (2R,3aS,6S,6aR)-6-((2-amino-3-bromoquinolin-7-yl)oxy)-2-(4-amino-5-ethyl-7H-pyrrolo[2,3-d]pyrimidin-7-yl)hexahydro-3aH-cyclopenta[b]furan-3,3a-diol